3,5,6-trifluoro-pyridin-2-amine FC=1C(=NC(=C(C1)F)F)N